CC1=NC=CC(=C1)C=1C=CC=C(C1)O 5-(2-methylpyridin-4-yl)phenol